ethyl (S)-3-(4-(2-(5-((4-(difluoromethyl)-6,7-difluoro-1H-indol-5-yl)oxy)-2-fluorophenyl)-1H-imidazol-4-yl)-4-methylchroman-8-yl)propanoate FC(C1=C2C=CNC2=C(C(=C1OC=1C=CC(=C(C1)C=1NC=C(N1)[C@]1(CCOC2=C(C=CC=C12)CCC(=O)OCC)C)F)F)F)F